COC(=O)C=1C=CC2=C(N(C(=N2)[C@H](C)N2CCC(CC2)C2=NC(=CC=C2)OCC2=C(C=CC(=C2)Cl)F)C[C@H]2OCC2)C1 2-((S)-1-(4-(6-((5-chloro-2-fluorobenzyl)oxy)pyridin-2-yl)piperidine-1-yl)ethyl)-1-(((S)-oxetan-2-yl)methyl)-1H-benzo[d]imidazole-6-carboxylic acid methyl ester